FC(C)(F)C1=NC=CC(=N1)C1=NN(C2=CN=C(C=C21)NC(C)=O)C N-(3-(2-(1,1-difluoroethyl)pyrimidin-4-yl)-1-methyl-1H-pyrazolo[3,4-c]pyridin-5-yl)acetamide